2-methyl-5-(3-(trifluoromethoxy)phenyl)-N-(3-(2-oxopropyl)-1,2,4-thiadiazol-5-yl)thiophene-3-carboxamide CC=1SC(=CC1C(=O)NC1=NC(=NS1)CC(C)=O)C1=CC(=CC=C1)OC(F)(F)F